(R)-1-(4-fluorophenylmethyl)-N-(1-(4-fluorophenyl)ethyl)-6-isopropyl-2-oxo-1,2-dihydro-1,8-naphthyridine-3-carboxamide FC1=CC=C(C=C1)CN1C(C(=CC2=CC(=CN=C12)C(C)C)C(=O)N[C@H](C)C1=CC=C(C=C1)F)=O